P1(C=CC2=CC=CC=C12)=O phosphindole oxide